(4S,5S)-4-hydroxy-5-((R)-5H-imidazo[5,1-a]isoindol-5-yl)-4,5,6,7-tetrahydrobenzo[d]thiazole-2-carboxamide O[C@H]1[C@@H](CCC2=C1N=C(S2)C(=O)N)[C@H]2N1C(C3=CC=CC=C23)=CN=C1